S(C)(=O)(=O)O.FC1=C(C=CC(=C1)F)C1=C(NC(=N1)C1=C(C=CC=C1F)F)C1=CC=C2C(=N1)N(C(=N2)N)CC(C)(C)C 5-[5-(2,4-difluorophenyl)-2-(2,6-difluorophenyl)-3H-imidazol-4-yl]-3-(2,2-dimethylpropyl)-3H-imidazo[4,5-b]pyridin-2-ylamine mesylate